FC(C=1C=C(C=CC1)C1CCN(CC1)C1=C(C(N(C2=CC=CC=C12)C)=O)C#N)F 4-{4-[3-(Difluoromethyl)phenyl]piperidin-1-yl}-1-methyl-2-oxo-1,2-dihydroquinoline-3-carbonitrile